S1C=C(C=C1)C(C#N)O[Si](C)(C)C 2-(thiophen-3-yl)-2-((trimethylsilyl)oxy)acetonitrile